CN1N=C(C(=C1)N1C(C2=CC=C(C=C2C1)OCC1=NN(C=C1)C)=O)C (1,3-dimethyl-1H-pyrazol-4-yl)-5-((1-methyl-1H-pyrazol-3-yl)methoxy)isoindolin-1-one